N-hydroxy-1,3-benzodioxol-5-formamidine ONC(=N)C1=CC2=C(OCO2)C=C1